FC(C1=CC=C(C=N1)CC1CC2(CNC2)CC1)(F)F 6-[[6-(trifluoromethyl)-3-pyridinyl]methyl]-2-azaspiro[3.4]octane